O1COC2=C1C=CC(=C2)/C=C(/C(=O)NC2=CC=NN2)\CC=2SC=CC2 (E)-3-(benzo[d][1,3]dioxol-5-yl)-N-(1H-pyrazol-5-yl)-(thiophen-2-ylmethyl)acrylamide